N-Boc-2-(6-methoxy-2-oxo-2,3-dihydro-1,3-benzoxazol-3-yl)ethylamine C(=O)(OC(C)(C)C)NCCN1C(OC2=C1C=CC(=C2)OC)=O